3-chloro-5-fluoro-2-methyl-4-(octahydro-6H-pyrrolo[3,4-b]pyridin-6-yl)-1H-indole-7-carboxamide 2,2,2-trifluoroacetate FC(C(=O)O)(F)F.ClC1=C(NC2=C(C=C(C(=C12)N1CC2NCCCC2C1)F)C(=O)N)C